C(C1=CC=CC=C1)N1C(CCC1C(=O)OCC)C(=O)OCC diethyl 1-benzylpyrrolidine-2,5-dicarboxylate